Potassium phosphoramidate P([O-])([O-])(=O)N.[K+].[K+]